N2,N2,N6,N6-tetrakis(2-methoxyethyl)-4-(4-methoxypiperidin-1-yl)-8-(2-oxa-6-azaspiro[3.5]nonan-6-yl)pyrimido[5,4-d]pyrimidine-2,6-diamine COCCN(C=1N=C(C2=C(N1)C(=NC(=N2)N(CCOC)CCOC)N2CC1(COC1)CCC2)N2CCC(CC2)OC)CCOC